1H-indazol-2-carboxylic acid N1N(CC2=CC=CC=C12)C(=O)O